CN1C=NC2=C1C=CC(=C2)O 1-methyl-1H-benzo[d]imidazol-5-ol